C(CCCCCC(C)C)OC(C=1C(C(=O)OCCCCCCC(C)C)=CC=CC1)=O di-isononylphthalate